OC(=O)C(F)(F)F.FC1=C(CN(CCN2C3CC(CC2CC3)C=3C=C(C(=O)N)C=CC3)C([C@@H](CO)O)=O)C(=CC=C1)F 3-endo-(8-{2-[(2,6-difluoro-benzyl)-((R)-2,3-dihydroxypropionyl)-amino]ethyl}-8-azabicyclo[3.2.1]oct-3-yl)benzamide TFA salt